5-(1-methylpyrazol-4-yl)pyridin-2-ol CN1N=CC(=C1)C=1C=CC(=NC1)O